CCCCCC(=O)/C=C/C=C\\CCCCCCCC(=O)O The molecule is an oxooctadecadienoic acid that consists of 9Z,11E-octadecadienoic acid bearing an additional 13-keto substituent. In addtion it has been found as a natural product found in Carthamus oxyacantha. It has a role as a metabolite and a mouse metabolite. It derives from a 13-HODE. It is a conjugate acid of a 13-oxo-9Z,11E-ODE(1-).